ClC=1C(=NC(=C(C(=O)O)C1)N1CCC(CCC1)(F)F)C1CCC1 5-chloro-6-cyclobutyl-2-(4,4-difluoroazepan-1-yl)nicotinic acid